(2S,4S)-4-[3-[2-[(E)-4-aminobut-2-enyl]indazol-4-yl]phenoxy]-1-[1-(2-chloro-4-fluoro-phenyl)pyrazole-4-carbonyl]pyrrolidine-2-carboxylic acid NC/C=C/CN1N=C2C=CC=C(C2=C1)C=1C=C(O[C@H]2C[C@H](N(C2)C(=O)C=2C=NN(C2)C2=C(C=C(C=C2)F)Cl)C(=O)O)C=CC1